7-(6-{1-[(2E)-2-(aminomethyl)-3-fluoroprop-2-en-1-yl]-5-oxo-1,5-dihydro-4H-1,2,4-triazol-4-yl}-5-methylpyridin-3-yl)-1,4-dihydro-2H-3,1-benzoxazin-2-one hydrochloride Cl.NC/C(/CN1N=CN(C1=O)C1=C(C=C(C=N1)C1=CC2=C(COC(N2)=O)C=C1)C)=C\F